(Z)-N-(2-(diethylamino)ethyl)-5-((5-fluoro-1-(hydrazinecarbonyl)-2-oxoindolin-3-ylidene)methyl)-2,4-dimethyl-1H-pyrrole-3-carboxamide hydrochloride Cl.C(C)N(CCNC(=O)C1=C(NC(=C1C)\C=C\1/C(N(C2=CC=C(C=C12)F)C(=O)NN)=O)C)CC